(E)-4-(dimethylamino)-1-[3-[(1S,3R)-3-[[5-(trifluoromethyl)pyrimidin-2-yl]amino]cyclohexyl]-6,8-dihydro-5H-[1,2,4]triazolo[4,3-a]pyrazin-7-yl]but-2-en-1-one CN(C/C=C/C(=O)N1CC=2N(CC1)C(=NN2)[C@@H]2C[C@@H](CCC2)NC2=NC=C(C=N2)C(F)(F)F)C